N1,N1',N1''-(benzene-1,3,5-triyltris(methylene))tris(N2-(2-((2-((2-aminoethyl)amino)ethyl)amino)ethyl)ethane-1,2-diamine) C1(=CC(=CC(=C1)CNCCNCCNCCNCCN)CNCCNCCNCCNCCN)CNCCNCCNCCNCCN